FC(S(=O)(=O)[O-])(F)F.[Sc+3].FC(S(=O)(=O)[O-])(F)F.FC(S(=O)(=O)[O-])(F)F scandium (III) trifluoro-methanesulfonate